C(C)(C)(C)OC(=O)N[C@H](C(=O)O)CC1=CC=C(C=C1)C=C (2S)-2-[(tert-butoxycarbonyl)amino]-3-(4-ethenylphenyl)propanoic acid